methyl-bis(cyclopentadienyl)titanium dichloride [Cl-].[Cl-].C[Ti+2](C1C=CC=C1)C1C=CC=C1